FC=1C(=NC(=NC1)N)N(C1=CC(=C(C=C1)N1CCN(CC1)C)F)C1=CC(=C(C=C1)Cl)NS(=O)(=O)C(C)(C)C 5-Fluoro-N4-(4-chloro-[3-(1,1-dimethylethylsulfonamido)]phenyl)-N4-[4-(4-methylpiperazin-1-yl)-3-fluorophenyl]pyrimidine-2,4-diamine